6-(4-((3-Chloro-2-fluorophenyl)amino)pyrido[3,4-d]pyrimidin-6-yl)-2,6-diazaspiro[3.4]octan-7-one ClC=1C(=C(C=CC1)NC=1C2=C(N=CN1)C=NC(=C2)N2CC1(CNC1)CC2=O)F